CC(C)(C)C1=CC=CC=C1 (1,1-dimethylethyl)benzene